tert-Butyl (S)-2-((R)-1-hydroxy-2-methoxy-2-oxoethyl)pyrrolidine-1-carboxylate O[C@@H](C(=O)OC)[C@H]1N(CCC1)C(=O)OC(C)(C)C